3-acetamido-N-cyanoethyl-N-acetoxyethyl-aniline 2-(tert-butyl)4-methyl-5-(2-(3,4-difluorophenyl)butanamido)-3-methylthiophene-2,4-dicarboxylate C(C)(C)(C)C1(SC(C(C1C)(C(=O)O)C)NC(C(CC)C1=CC(=C(C=C1)F)F)=O)C(=O)O.C(C)(=O)NC=1C=C(N(CCOC(C)=O)CCC#N)C=CC1